[Na+].[Na+].C1(=CC=C(C=C1)S(=O)(=O)[O-])S(=O)(=O)[O-] benzene-1,4-disulfonic acid disodium salt